C(C)C1(NC(N(C(C1)=O)CC1=CC(=CC(=C1)C(N[C@H]1[C@@H](C(OC2=CC=CC=C12)(C)C)O)=O)F)=[NH2+])CC [4,4-diethyl-1-[[3-fluoro-5-[[(3S,4R)-3-hydroxy-2,2-dimethyl-chroman-4-yl]carbamoyl]phenyl]methyl]-6-oxo-hexahydropyrimidin-2-ylidene]ammonium